8-(4-chloro-2-fluorophenyl)-1-methyl-6-(2-(2-methylpyridin-4-yl)tetrahydro-2H-pyran-4-yl)-1,3-dihydro-10H-furo[3,4-d]pyrimido[1,6-a]pyrimidin-10-one ClC1=CC(=C(C=C1)C1=NC(=CC=2N1C(C1=C(N2)COC1C)=O)C1CC(OCC1)C1=CC(=NC=C1)C)F